S(=O)(=O)(ON1[C@@H]2CC[C@H](N(C1=O)C2)C(NC2C(CCC2)N(C)C)=N)O (2S,5R)-2-(N-(2-(Dimethylamino) cyclopentyl) carbamimidoyl)-7-oxo-1,6-diazabicyclo[3.2.1]octan-6-yl hydrogen sulfate